(S)-1-(6-(2-hydroxypropan-2-yl)pyridin-2-yl)-3-methoxy-N-(6-(5-methyl-6,7-dihydro-5H-pyrrolo[2,1-c][1,2,4]triazol-3-yl)pyridin-2-yl)-1H-pyrazole-4-carboxamide OC(C)(C)C1=CC=CC(=N1)N1N=C(C(=C1)C(=O)NC1=NC(=CC=C1)C=1N2C(=NN1)CC[C@@H]2C)OC